(E)-N-(2-(1H-imidazol-4-yl)phenyl)-3-(3-methoxy-4-(prop-2-yn-1-yloxy)phenyl)acrylamide N1C=NC(=C1)C1=C(C=CC=C1)NC(\C=C\C1=CC(=C(C=C1)OCC#C)OC)=O